C(CC(=C)C)OC1=CC=C2C(C(=C(OC2=C1)C1=CC(=C(C=C1)Br)Br)O)=O 7-isopentenyloxy-3',4'-dibromo-flavonol